3-hydroxy-6-(trifluoromethyl)picolinic acid OC=1C(=NC(=CC1)C(F)(F)F)C(=O)O